N1(CCCCCC1)CC=1C=CC(=NC1)CCC1=C2C(N(C(=NC2=CC=C1)C)C1C(NC(CC1)=O)=O)=O 3-(5-(2-(5-(azepan-1-ylmethyl)pyridin-2-yl)ethyl)-2-methyl-4-oxoquinazolin-3(4H)-yl)piperidine-2,6-dione